3-(phenylamino)-5-(trifluoromethyl)cyanopyridine C1(=CC=CC=C1)NC=1C(=NC=C(C1)C(F)(F)F)C#N